3,3-diphenylacrylamide C1(=CC=CC=C1)C(=CC(=O)N)C1=CC=CC=C1